C(C)(C)(C)OC1=NC(=NC2=C(C=C(C=C12)Cl)F)OC[C@]12CCCN2C[C@@H](C1)F 4-(tert-butoxy)-6-chloro-8-fluoro-2-(((2R,7aS)-2-fluorotetrahydro-1H-pyrrolizin-7a(5H)-yl)methoxy)quinazoline